7-oxo-2-azaspiro[3.5]nonane hemioxalate C(C(=O)O)(=O)O.O=C1CCC2(CNC2)CC1.O=C1CCC2(CNC2)CC1